COC=1C=C(C(=NC1C1=CC=CC=2N(C=NC21)C)C#N)NC2=CC=C1C(=N2)CN(C12CCOCC2)C 5-methoxy-6-(1-methyl-1H-benzo[d]imidazol-4-yl)-3-((6'-methyl-2,3,5,6,6',7'-hexahydrospiro[pyran-4,5'-pyrrolo[3,4-b]pyridin]-2'-yl)amino)picolinonitrile